[N+](=O)([O-])C=1C=C(CC(C(=O)OC)C(=O)C)C=CC1 methyl 2-(3-nitrobenzyl)-acetoacetate